Ethyl 2-(methylamino)-4-propylthiazole-5-carboxylate CNC=1SC(=C(N1)CCC)C(=O)OCC